pyrazolo[5,4-b]quinolinone N1=NC(C=2C1=NC1=CC=CC=C1C2)=O